5-(4-cyclopropyloxy-phenoxy)-4-methoxy-pyridine-2-carbonitrile C1(CC1)OC1=CC=C(OC=2C(=CC(=NC2)C#N)OC)C=C1